ClC=1C=CC(=C(C1)N1CCN(CC1)CC1OCC2=CC(=C(C=C2C1=O)OC)OC)OC 3-((4-(5-chloro-2-methoxyphenyl)piperazin-1-yl)methyl)-6,7-dimethoxyisochroman-4-one